2-(quinolin-4-yl)-1H-naphthalen N1=CC=C(C2=CC=CC=C12)C1CC2=CC=CC=C2C=C1